4-(6,7-difluoro-1H-indol-3-yl)-N-((3S,5R)-5-methylpiperidin-3-yl)-5-(trifluoromethyl)pyrimidin-2-amine hydrochloride Cl.FC1=CC=C2C(=CNC2=C1F)C1=NC(=NC=C1C(F)(F)F)N[C@@H]1CNC[C@@H](C1)C